FC1=CC=C(C=C1)[C@@H](C(=O)NC1=NC=CC(=C1)C1=C(C2=NC=C(C=C2N1)F)C1=NC=CC=C1)COC |r| (2RS)-2-(4-fluorophenyl)-N-[4-[6-fluoro-3-(2-pyridyl)-1H-pyrrolo[3,2-b]pyridin-2-yl]-2-pyridyl]-3-methoxy-propanamide